C(C)(=O)N1CCC(CC1)CNC(C1=CC(=CC=C1)NC=1C(=NC(=CC1)C1=CC=CC=2OCCOC21)OC)=O N-(1-Acetyl-piperidin-4-ylmethyl)-3-[6-(2,3-dihydro-benzo[1,4]dioxin-5-yl)-2-methoxy-pyridin-3-ylamino]-benzamide